ClC=1C=C(OC2=C(C=C(C=C2)NC(CC2=NC=C(C=C2)C)=O)S(N)(=O)=O)C=CC1 N-[4-(3-chlorophenoxy)-3-sulfamoylphenyl]-2-(5-methylpyridin-2-yl)acetamide